S1N=C(C2=C1C=CC=C2)C(=O)NC=2N=C(N1C2C2(C(NC3=CC=C(C=C23)F)=O)NC(C1)=O)C(=O)OCC ethyl 1-(benzo[d]isothiazole-3-carboxamido)-5'-fluoro-2',6-dioxo-6,7-dihydro-5H-spiro[imidazo[1,5-a]pyrazine-8,3'-indoline]-3-carboxylate